N,N-diethylchloroformylamine C(C)N(CC)C(=O)Cl